[Cl-].[Cl-].C[SiH](C)[Zr+2](C1C(=CC2=CC=CC=C12)C)C1C(=CC2=CC=CC=C12)C racemic-dimethylsilylbis(2-methyl-1-indenyl)zirconium dichloride